6-acetyl-8-cyclopentyl-2-[[5-[6-(hydroxymethyl)-3,3-dimethyl-1,4-dihydroisoquinolin-2-yl]-2-pyridyl]amino]-5-methyl-pyrido[2,3-d]pyrimidin-7-one C(C)(=O)C1=C(C2=C(N=C(N=C2)NC2=NC=C(C=C2)N2CC3=CC=C(C=C3CC2(C)C)CO)N(C1=O)C1CCCC1)C